N1CC(C1)=C(CN1C(C2=CC=CC=C2C1=O)=O)CCC (e)-2-(2-(azetidin-3-ylidene)pentyl)isoindoline-1,3-dione